The molecule is a branched amino pentasaccharide that is D-galactopyranose which has been glycosylated at positions 3 and 6 by 2-acetamido-2-deoxy-3-O-beta-D-galactopyranosyl-beta-D-glucopyranosyl groups. CC(=O)N[C@@H]1[C@H]([C@@H]([C@H](O[C@H]1OC[C@@H]2[C@@H]([C@@H]([C@H](C(O2)O)O)O[C@H]3[C@@H]([C@H]([C@@H]([C@H](O3)CO)O)O[C@H]4[C@@H]([C@H]([C@H]([C@H](O4)CO)O)O)O)NC(=O)C)O)CO)O[C@H]5[C@@H]([C@H]([C@H]([C@H](O5)CO)O)O)O)O